NCC=1N=NNC1 4-aminomethyl-1,2,3-triazole